(R)-N-(1-(5-amino-2-fluoro(trifluoromethyl)phenyl)ethylidene)-2-methylpropane-2-sulfinamide NC=1C=C(C(=C(C1)C(C)=N[S@](=O)C(C)(C)C)F)C(F)(F)F